COC1CCC(CC1)C=O (1r,4r)-4-methoxycyclohexane-carbaldehyde